FC1=C2C(=C(C3=NN(N=C31)CCNC(OC(C)(C)C)=O)F)CC(C2)C=O tert-Butyl N-[2-(4,8-difluoro-6-formyl-6,7-dihydro-5H-cyclopenta[f]benzotriazol-2-yl)ethyl]carbamate